N-hydroxy-4-(3-(4-(((2-(4-(6-(trifluoromethyl)pyridin-3-yl)phenyl)cyclopropyl)amino)methyl)piperidin-1-yl)propyl)benzamide TFA Salt OC(=O)C(F)(F)F.ONC(C1=CC=C(C=C1)CCCN1CCC(CC1)CNC1C(C1)C1=CC=C(C=C1)C=1C=NC(=CC1)C(F)(F)F)=O